tert-Butyl 7-chloro-2-((1,3-dioxoisoindolin-2-yl)methyl)-4-((4-methoxyphenyl) sulfonamido)-1H-indole-1-carboxylate ClC=1C=CC(=C2C=C(N(C12)C(=O)OC(C)(C)C)CN1C(C2=CC=CC=C2C1=O)=O)NS(=O)(=O)C1=CC=C(C=C1)OC